17-bromoheptadeca-6,9-diene BrCCCCCCCC=CCC=CCCCCC